ClC=1C(=C(C=CC1)NC1=C(NC2=C1C(NCC2)=O)C2=C(C=NC=C2)OC[C@@H]2NCCOC2)OC 3-[(3-chloro-2-methoxyphenyl)amino]-2-{3-[(3R)-morpholin-3-ylmethoxy]pyridin-4-yl}-1H,5H,6H,7H-pyrrolo[3,2-c]pyridin-4-one